1-(2,3-dihydrobenzofuran-7-yl)ethanone O1CCC2=C1C(=CC=C2)C(C)=O